(R)-6-(1-acetylpiperidin-3-yl)-7-fluoro-N,N-dimethyl-4-(4,4,5,5-tetramethyl-1,3,2-dioxaborolan-2-yl)-1H-indole-2-carboxamide C(C)(=O)N1C[C@H](CCC1)C1=CC(=C2C=C(NC2=C1F)C(=O)N(C)C)B1OC(C(O1)(C)C)(C)C